BrC1=C(C[C@@H](N)C(=O)O)C=CC=C1 (R)-2-bromophenylalanine